tetradecane-7,9-dione CCCCCCC(CC(CCCCC)=O)=O